5-[4-(aminomethyl)phenyl]-2-({6-methylimidazo[1,2-a]pyridin-2-yl}methyl)-1,2-dihydro-2,7-naphthyridin-1-one NCC1=CC=C(C=C1)C1=C2C=CN(C(C2=CN=C1)=O)CC=1N=C2N(C=C(C=C2)C)C1